N-[2-(4-bromothiazol-2-yl)-2-(1-methylpyrazol-4-yl)propyl]-5-(2,4-difluorophenyl)isoxazole-3-carboxamide BrC=1N=C(SC1)C(CNC(=O)C1=NOC(=C1)C1=C(C=C(C=C1)F)F)(C)C=1C=NN(C1)C